3-methyl-5-(4,4,5,5-tetramethyl-1,3,2-dioxaborolan-2-yl)isoxazole CC1=NOC(=C1)B1OC(C(O1)(C)C)(C)C